C(C1=CC=CC=C1)C1CN(CC1)C(=O)C=1N=C2N(N1)[C@@H](C[C@@H]2F)C2=CC=CC=C2 |r| (3-Benzylpyrrolidin-1-yl)-[rac-(5S,7S)-7-fluoro-5-phenyl-6,7-dihydro-5H-pyrrolo[1,2-b][1,2,4]triazol-2-yl]methanone